CC(C)(COP(=O)(O)OP(=O)(O)OC[C@@H]1[C@H]([C@H]([C@@H](O1)N2C=NC3=C(N=CN=C32)N)O)OP(=O)(O)O)[C@H](C(=O)NCCC(=O)NCCSC(=O)C4CCCCC4=O)O The molecule is a 3-oxoacyl-CoA having its S-acyl component derived from 2-oxocyclohexane-1-carboxylic acid. It derives from a cyclohexane-1-carbonyl-CoA and a 2-oxocyclohexanecarboxylic acid.